2-bromo-5H-pyrrolo[2,3-B]pyrazine BrC=1N=C2C(=NC1)NC=C2